isopropyl acetate (i-propyl lactate) C(C)(C)C(C(=O)O)(O)C.C(C)(=O)OC(C)C